tert-Butyl 2-(2-(5-methyl-2-((tetrahydro-2H-pyran-4-yl)amino)pyrimidin-4-yl)-4-oxo-6,7-dihydrothieno[3,2-c]pyridin-5(4H)-yl)propanoate CC=1C(=NC(=NC1)NC1CCOCC1)C1=CC=2C(N(CCC2S1)C(C(=O)OC(C)(C)C)C)=O